2-methyl-4,5,6,7-tetrahydro-2H-isoindol CN1C=C2CCCCC2=C1